C[C@H]1NCCC1 (2R)-2-methylpyrrolidin